methyl 6-chloro-4-(4'-fluoro-[1,1'-biphenyl]-4-yl)picolinate ClC1=CC(=CC(=N1)C(=O)OC)C1=CC=C(C=C1)C1=CC=C(C=C1)F